(4-BROMO-2-FORMYLPHENOXY)ACETIC ACID BrC1=CC(=C(OCC(=O)O)C=C1)C=O